methyl (R)-2-(2-(3,4-difluoro-2-methoxyphenyl)acetoxy)-3,3,3-trifluoro-2-methylpropanoate FC=1C(=C(C=CC1F)CC(=O)O[C@](C(=O)OC)(C(F)(F)F)C)OC